1-(2,6-Diethoxy-4-{(1R)-1-[(4-phenylbutyl)amino]ethyl}phenyl)ethan-1-one hydrochloride Cl.C(C)OC1=C(C(=CC(=C1)[C@@H](C)NCCCCC1=CC=CC=C1)OCC)C(C)=O